ClC1=CC=C(C=C1)C1=NN(C[C@H]1C1=CC=CC=C1)C1=NN(C(N1[C@H](C(=O)NCCO)C)=O)CC1=CC=C(C=C1)Cl (2S)-2-[3-[(4R)-3-(4-chlorophenyl)-4-phenyl-4,5-dihydropyrazol-1-yl]-1-[(4-chlorophenyl)methyl]-5-oxo-1,2,4-triazol-4-yl]-N-(2-hydroxyethyl)propanamide